acryloyloxytridecyl-bromodimethylsilane C(C=C)(=O)OCCCCCCCCCCCCC[Si](C)(C)Br